(2R,3S,4S)-4-hydroxy-2-{[6-(1,3-oxazol-5-yl)pyridin-3-yl]methyl}pyrrolidin-3-yl N-[(3-fluorophenyl)methyl]carbamate FC=1C=C(C=CC1)CNC(O[C@H]1[C@H](NC[C@@H]1O)CC=1C=NC(=CC1)C1=CN=CO1)=O